N1C=CC2=CC=C(C=C12)C1=NC=NO1 5-(1H-indole-6-yl)-1,2,4-oxadiazole